(E)-4-((4-aminobutyl)(methyl)amino)-N-(4-((3-chloro-4-(pyridin-2-ylmethoxy)phenyl)amino)-3-cyano-7-ethoxyquinolin-6-yl)but-2-enamide NCCCCN(C/C=C/C(=O)NC=1C=C2C(=C(C=NC2=CC1OCC)C#N)NC1=CC(=C(C=C1)OCC1=NC=CC=C1)Cl)C